4-bromo-N1-cyclopropyl-3-methoxybenzene-1,2-diamine BrC=1C(=C(C(=CC1)NC1CC1)N)OC